C[C@@H]1CC[C@@H]2[C@]13CC=C([C@H](C3)C2(C)C)C=O α-cedrenal